r-(7-bromo-6-methyl-pyrazolo[1,5-a]pyrazin-4-yl)-1-(triisopropylsilyloxymethyl)spiro[7H-cyclopenta[c]pyridine-6,4'-piperidine]-5-one BrC1=C(N=C(C=2N1N=CC2)N2CCC1(CC2)C(C2=C(C(=NC=C2)CO[Si](C(C)C)(C(C)C)C(C)C)C1)=O)C